COC1=C(C(=CC=C1)OC)C=1N=C(OC1C1=CC=CC=C1)C=1OC=CC1 4-(2,6-dimethoxyphenyl)-2-(furan-2-yl)-5-phenyloxazole